C(#N)C=1C=C(C=CC1)C=1N=C(SC1C1=CC(=NC(=C1)C)C)NC(=O)N1CCN2CCC1C2 N-[4-(3-cyanophenyl)-5-(2,6-dimethyl-4-pyridinyl)thiazol-2-yl]-1,4-diazabicyclo[3.2.1]octane-4-carboxamide